(S)-3-(4-((S)-1-ethoxy-2,2,2-trifluoroethyl)-3-((2-ethoxypyrimidin-5-yl)amino)phenyl)pentanoic acid C(C)O[C@H](C(F)(F)F)C1=C(C=C(C=C1)[C@H](CC(=O)O)CC)NC=1C=NC(=NC1)OCC